The molecule is a cholestanoid that is desmosterol carrying an additional hydroxy susbstituent at position 26. It has a role as a mouse metabolite and a human metabolite. It is a cholestanoid, a 3beta-hydroxy-Delta(5)-steroid, a 26-hydroxy steroid, a primary allylic alcohol and a C27-steroid. It derives from a desmosterol. C[C@H](CC/C=C(/C)\\CO)[C@H]1CC[C@@H]2[C@@]1(CC[C@H]3[C@H]2CC=C4[C@@]3(CC[C@@H](C4)O)C)C